C1(=CC=CC=C1)P(OC1=C(C=CC=C1)CCCCCCCCC)(OC1=C(C=CC=C1)CCCCCCCCC)OC1=C(C=CC=C1)CCCCCCCCC tris(Nonylphenyl) Phenylphosphite